methyl 2-(5-(5-(4,4,5,5-tetramethyl-1,3,2-dioxaborolan-2-yl)-1-(tritylamino)pentyl)-1H-tetrazol-1-yl)acetate CC1(OB(OC1(C)C)CCCCC(NC(C1=CC=CC=C1)(C1=CC=CC=C1)C1=CC=CC=C1)C1=NN=NN1CC(=O)OC)C